2-hydroxypropyl-bis(2-hydroxyethyl)urethane OC(CC(OC(N(CCO)CCO)=O)C)C